P(=O)(O)(O)O[C@H]1C[C@@H](O[C@@H]1COP(=O)(O)O)N1C=NC=2C(N)=NC=NC12 deoxyadenosine 3',5'-diphosphate